7-(cyclopentyloxy)-N-(1-methyl-1H-pyrazol-3-yl)-2-((1S,4R)-1-methyl-2-oxabicyclo[2.2.1]hept-4-yl)imidazo[1,2-a]pyridine-6-carboxamide C1(CCCC1)OC1=CC=2N(C=C1C(=O)NC1=NN(C=C1)C)C=C(N2)[C@@]21CO[C@@](CC2)(C1)C